C(CCC)C(C(C(C(=O)[O-])(CCCC)CCCC)(O)C(=O)[O-])C(=O)[O-] Tributylcitrate